CC(CC=O)CC(C\C=C\C(C\C(=C\C)\C)C)C (E,E)-3,5,9,11-Tetramethyltrideca-7,11-dienal